P(=O)(=O)[Cr](=O)(=O)([O-])[O-].[Zn+2] zinc phosphochromate